(S)-2-amino-N-(1-(8-((4-fluoro-3-(hydroxymethyl)phenyl)ethynyl)-1-oxo-2-phenyl-1,2-dihydroisoquinolin-3-yl)ethyl)pyrazolo[1,5-a]pyrimidine-3-carboxamide NC1=NN2C(N=CC=C2)=C1C(=O)N[C@@H](C)C=1N(C(C2=C(C=CC=C2C1)C#CC1=CC(=C(C=C1)F)CO)=O)C1=CC=CC=C1